C12C(C3CC(CC(C1)C3)C2)C=2C(=NN(C2C(=O)N)CCCCC)C(C)(C)C (2-adamantyl)-3-tert-butyl-1-N-pentyl-1H-pyrazole-5-carboxamide